(S)-2-Chloro-N1-(4-Chloro-3-(Pyridin-2-Yl)Phenyl)-N4-(1-Methoxypropan-2-Yl)Terephthalamide ClC1=C(C(=O)NC2=CC(=C(C=C2)Cl)C2=NC=CC=C2)C=CC(=C1)C(=O)N[C@H](COC)C